2-((3s,5s)-3-(2,5-dioxo-2,5-dihydro-1H-pyrrol-1-yl)-5-(methoxymethyl)-2-oxopyrrolidin-1-yl)acetic acid O=C1N(C(C=C1)=O)[C@@H]1C(N([C@@H](C1)COC)CC(=O)O)=O